ethyl (S)-3-(benzyl((R)-1-phenylethyl)amino)-3-(2',3'-dimethylbiphenyl-3-yl)propanoate C(C1=CC=CC=C1)N([C@@H](CC(=O)OCC)C=1C=C(C=CC1)C1=C(C(=CC=C1)C)C)[C@H](C)C1=CC=CC=C1